5-(tert-butyl)-7-(tert-amyl)-2-phenylbenzoxazole-13C C(C)(C)(C)C=1C=C(C2=C(N=[13C](O2)C2=CC=CC=C2)C1)C(C)(C)CC